ClC=1C(=CC2=C(N(CN=C2N2[C@H](CN(CC2)S(=O)(=O)C2=C(C(=C(C(=C2C(F)(F)F)F)F)F)F)C)C=2C(=NC=CC2C)C(C)C)N1)F 7-chloro-6-fluoro-1-(2-isopropyl-4-methylpyridin-3-yl)-4-((S)-2-methyl-4-((2,3,4,5-tetrafluoro-6-(trifluoromethyl)phenyl)sulfonyl)piperazin-1-yl)pyrido[2,3-d]pyrimidin